(2R)-N-((R)-(4-chlorophenyl)(1-(2,2,2-trifluoroethyl)piperidin-4-yl)methyl)-2-methyl-3-oxopiperazine-1-carboxamide ClC1=CC=C(C=C1)[C@H](NC(=O)N1[C@@H](C(NCC1)=O)C)C1CCN(CC1)CC(F)(F)F